pyruvate monosodium salt hydrate O.[Na+].C(C(=O)C)(=O)[O-]